FC(C1=CC=C(C(=N1)C)C(=O)N)(F)F 6-(trifluoromethyl)-2-methylpyridine-3-carboxamide